4-chlorobut-2-en-1-one ClCC=CC=O